C(C)(=O)OCN1C(=[N+](C(=C1C)C(NC1=CC(=CC=C1)C(CC)(F)F)=O)[O-])C=1C=C(C(=CC1)OC)C1=C(C=CC=C1C)C 1-(acetoxymethyl)-4-((3-(1,1-difluoropropyl)phenyl)carbamoyl)-2-(6-methoxy-2',6'-dimethyl-[1,1'-biphenyl]-3-yl)-5-methyl-1H-imidazole 3-oxide